[Na+].[Si]([O-])([O-])([O-])[O-].[Zr+4].[Na+] sodium zirconium silicate sodium salt